C(#N)CCCCCCCCCC(CC)C#N 1,10-dicyanododecane